tert-butyl ((3-amino-1H-indol-5-yl)methyl)(methyl)carbamate NC1=CNC2=CC=C(C=C12)CN(C(OC(C)(C)C)=O)C